protocatechuic acid ethyl-acetate C(C)OC(C)=O.C(C1=CC(O)=C(O)C=C1)(=O)O